tert-butyl (R)-3-((4-cyclopropylphenyl)carbamoyl)piperidine-1-carboxylate C1(CC1)C1=CC=C(C=C1)NC(=O)[C@H]1CN(CCC1)C(=O)OC(C)(C)C